7-methoxycarbonyl-quinazoline-4(3H)-one COC(=O)C1=CC=C2C(NC=NC2=C1)=O